CC1=CC2=C(C3=CC=CC=C3C=C2C=C1)OC(=O)OCC(CCCC)CC 2-methyl-9-(2-ethylhexyloxycarbonyloxy)anthracene